1,2-dimethyl-1H-benzo[d]imidazole CN1C(=NC2=C1C=CC=C2)C